2-methyl-4-(4,4,5,5-tetramethyl-1,3,2-dioxaborolan-2-yl)indazole CN1N=C2C=CC=C(C2=C1)B1OC(C(O1)(C)C)(C)C